O1CCN(CC1)CC(=O)N1N=CC(=C1)C=1SC=C(N1)C(=O)N 2-(1-(2-morpholinoacetyl)-1H-pyrazol-4-yl)thiazole-4-carboxamide